3-(4-(4-(((1H-indazol-3-yl)amino)methyl)benzoyl)piperazine-1-carbonyl)-N-hydroxycyclopentane-1-carboxamide N1N=C(C2=CC=CC=C12)NCC1=CC=C(C(=O)N2CCN(CC2)C(=O)C2CC(CC2)C(=O)NO)C=C1